NC=1C=C(C=C2C=C(N=CC12)NC(=O)NC)C=1C=NC=CC1C 1-(8-amino-6-(4-methylpyridin-3-yl)isoquinolin-3-yl)-3-methylurea